1,5-dibromo-2-chloro-3-fluorobenzene BrC1=C(C(=CC(=C1)Br)F)Cl